C(C)(C)(C)OC(=O)N1CC2C(C1)C=C(C2)C2=CC(=CC=1CCOC12)NC1=NC(=CC(=N1)C)NC.NC(C(=O)O)CCCC(C(=O)O)N 2,6-diaminoheptanedioic acid tert-butyl-5-[5-[[4-methyl-6-(methylamino)pyrimidin-2-yl]amino]-2,3-dihydrobenzofuran-7-yl]-3,3a,6,6a-tetrahydro-1H-cyclopenta[c]pyrrole-2-carboxylate